NC=1C2=C(N=CN1)N(C=C2C#CC=2C=C(C(=O)NC1=CC(=CC=C1)C(F)(F)F)C=CC2C)C2CCC(CC2)O 3-((4-amino-7-((1r,4r)-4-hydroxycyclohexyl)-7H-pyrrolo[2,3-d]pyrimidin-5-yl)ethynyl)-4-methyl-N-(3-(trifluoromethyl)phenyl)benzamide